CCNCCCCCCCCNCCCCCCC 3,12-diazanonadecan